O=C1NC(CCC1N1C(C2=CC=CC(=C2C1=O)NCCCC(=O)N1CCC(CC1)C1=CC=C(C(=O)N2CCC(CC2)CCCCNC(\C=C\C=2C=NC=CC2)=O)C=C1)=O)=O (E)-N-(4-(1-(4-(1-(4-((2-(2,6-dioxopiperidin-3-yl)-1,3-dioxoisoindolin-4-yl)amino)butanoyl)piperidin-4-yl)benzoyl)piperidin-4-yl)butyl)-3-(pyridin-3-yl)acrylamide